CS(=O)(=O)NC=1C=C(C(=O)NC2CCC(CC2)NC2=CC(=NC3=CC=C(C=C23)Cl)C(F)(F)F)C=CC1 3-methanesulfonamido-N-[(1s,4s)-4-{[6-chloro-2-(trifluoromethyl)quinolin-4-yl]amino}cyclohexyl]benzamide